FC=1C=C2CC3(C(NC2=CC1)=O)CCOCC3 6'-fluoro-2,3,5,6-tetrahydro-1'H-spiro[pyran-4,3'-quinoline]-2'(4'H)-one